4-ethoxy-5-(4-fluorophenoxy)picolinonitrile C(C)OC1=CC(=NC=C1OC1=CC=C(C=C1)F)C#N